C(CCC)OC(C1=NC=C(C(=C1)N1C=NC(=C1)C1CC1)N1C[C@@H](OCC1)C)=O.BrC1=CC=C(C=C1)C1=NC(=NC2=CC=CC=C12)C 4-(4-bromophenyl)-2-methyl-quinazoline (S)-butyl-4-(4-cyclopropyl-1H-imidazol-1-yl)-5-(2-methylmorpholino)picolinate